5-((2,2,2-trifluoroacetamido)methyl)pyrazine-2-carboxylic acid FC(C(=O)NCC=1N=CC(=NC1)C(=O)O)(F)F